C1=C(C=C(C(=C1O)O)O)C(=O)OC2=CC(=CC(=C2O)O)C(=O)O The molecule is a benzoate ester and a gallate ester. It derives from a gallic acid. It is a conjugate acid of a digallate.